4-(2-(4-chlorophenoxy)-5-nitrophenyl)-6-methyl-1,6-dihydro-7H-pyrrolo[2,3-c]pyridin-7-one ClC1=CC=C(OC2=C(C=C(C=C2)[N+](=O)[O-])C=2C3=C(C(N(C2)C)=O)NC=C3)C=C1